(S)-5-(2-(3-(ethoxymethyl)-3-phenethyl-pyrrolidin-1-yl)propan-2-yl)-2-methylpyridine C(C)OC[C@@]1(CN(CC1)C(C)(C)C=1C=CC(=NC1)C)CCC1=CC=CC=C1